C(C1=CC=CC=C1)OC(=O)NC(C(=O)O)C(C1CC1)C1CC1 (((benzyloxy)carbonyl)amino)-3,3-dicyclopropylpropanoic acid